NC[C@@]12[C@@H]([C@@H]([C@H](C(OC1)O2)C2=NC(C1=CC=CC=C21)=O)O)O ((1S,2R,3R,4R)-1-(aminomethyl)-2,3-dihydroxy-6,8-dioxabicyclo[3.2.1]oct-4-yl)isoindol-1-one